C(C)C=1C(NC2=C(N1)N=CC(=C2)CN2CCC(CC2)C=2C=CC(=NC2)C(=O)NC)=C=O 5-(1-((3-ethyl-2-carbonyl-1,2-dihydropyrido[2,3-b]pyrazin-7-yl)methyl)piperidin-4-yl)-N-methyl-picolinamide